isopropyl cis-2-(3-iodobenzyl)-3-((methylsulfonyl)amino)piperidine-1-carboxylate IC=1C=C(C[C@@H]2N(CCC[C@@H]2NS(=O)(=O)C)C(=O)OC(C)C)C=CC1